5-(2-chloropyrimidin-4-yl)pyrazolo[1,5-a]pyrimidine ClC1=NC=CC(=N1)C1=NC=2N(C=C1)N=CC2